2-acrylamido-5-(cyclohexylmethoxy)-4-methoxybenzoic acid C(C=C)(=O)NC1=C(C(=O)O)C=C(C(=C1)OC)OCC1CCCCC1